2-(4-allyl-2-hydroxy-3-methoxyphenyl)-4(s)-ethylimidazole C(C=C)C1=C(C(=C(C=C1)C=1NC=C(N1)CC)O)OC